C(C1=CC=CC=C1)N1[C@H](CN(CC1)CC1OCCC1)CCNC(OC1C(NCC1O)CC1=CC=C(C=C1)OC)=O 4-hydroxy-2-[(4-methoxyphenyl)methyl]pyrrolidin-3-yl N-{2-[(2S)-1-benzyl-4-(oxolan-2-ylmethyl)piperazin-2-yl]ethyl}carbamate